C(C)CS(=O)(=O)O.C(C)CS(=O)(=O)O.NC=1C=CC(=NC1)NC(C)=O N-(5-aminopyridin-2-yl)acetamide ethyl-methanesulfonate (ethyl-methanesulfonate)